CC(C(=O)N)(COC1=NC=CC=C1C(F)(F)F)C 2,2-dimethyl-3-((3-(trifluoromethyl)pyridin-2-yl)oxy)propanamide